COC1=C2C=CC=NC2=C(C=C1)S(=O)(=O)NC1=C(C=CC=C1)C#CC1=CC(=C(C(=O)O)C=C1)NC 4-{2-[2-(5-methoxyquinoline-8-sulfonamido)phenyl]ethynyl}-2-(methylamino)benzoic acid